COC(C(=O)OC)=C methyl α-methoxyacrylate